CC1=C(C=CC(=C1)C)SCC#N 2-(2,4-dimethylphenyl)sulfanylacetonitrile